2,4,6-tris(3,5-diisopropyl-2,6-dihydroxyphenyl)triazinylzirconium C(C)(C)C=1C(=C(C(=C(C1)C(C)C)O)N1NC(=C(C(=N1)C1=C(C(=CC(=C1O)C(C)C)C(C)C)O)[Zr])C1=C(C(=CC(=C1O)C(C)C)C(C)C)O)O